2-aminomethyl-4-(perfluoroethyl)morpholine tert-Butyl-((1-(5-((1-acetyl-3,3-difluoroindolin-4-yl)thio)pyrazin-2-yl)-4-methylpiperidin-4-yl)methyl)carbamate C(C)(C)(C)N(C(O)=O)CC1(CCN(CC1)C1=NC=C(N=C1)SC1=C2C(CN(C2=CC=C1)C(C)=O)(F)F)C.NCC1CN(CCO1)C(C(F)(F)F)(F)F